N1(C=NC2=C1C=CC=C2)C2=CCC1C3CC=C4C[C@H](CC[C@@]4(C3CC[C@]21C)C)N (3S,10R,13S)-17-(1H-benzo[d]imidazol-1-yl)-10,13-dimethyl-2,3,4,7,8,9,10,11,12,13,14,15-dodecahydro-1H-cyclopenta[a]phenanthren-3-amine